4-chloro-3-(3-methoxypropoxy)-5-nitrobenzamide ClC1=C(C=C(C(=O)N)C=C1[N+](=O)[O-])OCCCOC